2-fluorophenylboronic acid FC1=C(C=CC=C1)B(O)O